3-((4-laurylamino-5-oxopentyl)dimethylammonio)propanesulfonate C(CCCCCCCCCCC)NC(CCC[N+](CCCS(=O)(=O)[O-])(C)C)C=O